(S)-2-{[(2r,3r,4r,5r)-5-(2,4-dioxo-3,4-dihydro-2H-pyrimidin-1-yl)-4-fluoro-3-hydroxy-4-methyl-tetrahydro-furan-2-ylmethoxy]-phenoxy-phosphorylamino}-propionic acid butyl ester C(CCC)OC([C@H](C)N=P(=O)OC1=C(C=CC=C1)OC[C@H]1O[C@H]([C@]([C@@H]1O)(C)F)N1C(NC(C=C1)=O)=O)=O